titanium (IV) tetrakis(2-ethylhexanoate) C(C)C(C(=O)[O-])CCCC.C(C)C(C(=O)[O-])CCCC.C(C)C(C(=O)[O-])CCCC.C(C)C(C(=O)[O-])CCCC.[Ti+4]